C(C)(C)(C)OC(=O)N1CC=2C(N(C=3C=CC=CC3C2C1)CC1=C(C=C(C=C1)Cl)C)=O 5-(4-Chloro-2-methylbenzyl)-4-oxo-1,3,4,5-tetrahydro-2H-pyrrolo[3,4-c]quinoline-2-carboxylic acid tert-butyl ester